Ethyl hydrogen (4-(4-(4-methoxyphenyl)piperazine-1-carbonyl)phenethyl)phosphonate COC1=CC=C(C=C1)N1CCN(CC1)C(=O)C1=CC=C(CCP(OCC)(O)=O)C=C1